2-(tert-butyl)-1'-(2-(ethylamino)-5-methylquinoline-7-carbonyl)-5H-spiro[benzo[d]thiazol-6,4'-piperidin]-4(7H)-one C(C)(C)(C)C=1SC2=C(N1)C(CC1(CCN(CC1)C(=O)C1=CC(=C3C=CC(=NC3=C1)NCC)C)C2)=O